pimelic acid C(CCCCCC(=O)O)(=O)O